6-[5-[1-benzyloxy-1-(trifluoromethyl)pent-4-enyl]-1,3,4-oxadiazol-2-yl]-5-nitro-3-(trifluoromethyl)pyridin-2-amine C(C1=CC=CC=C1)OC(CCC=C)(C(F)(F)F)C1=NN=C(O1)C1=C(C=C(C(=N1)N)C(F)(F)F)[N+](=O)[O-]